FC=1C=C(CC=2C=NN(C2)C(=O)N[C@@H]2C(N(C3=C(OC2)C=CC(=C3)OCC#CC(C)(C)O)C)=O)C=CC1 (S)-4-(3-fluorobenzyl)-N-(7-((4-hydroxy-4-methylpent-2-yn-1-yl)oxy)-5-methyl-4-oxo-2,3,4,5-tetrahydrobenzo[b][1,4]oxazepin-3-yl)-1H-pyrazole-1-carboxamide